ClC1=C(SC=2C1=NC(=CC2N(C(OC(C)(C)C)=O)CC2=C(C=CC=C2)F)Cl)C=O tert-butyl N-(3,5-dichloro-2-formyl-thieno[3,2-b]pyridin-7-yl)-N-[(2-fluorophenyl)methyl]carbamate